NC(C(=O)O)CCCC(=O)NC(=CC)CCO 2-amino-6-((5-hydroxypent-2-en-3-yl)amino)-6-oxohexanoic acid